N1N=CC(=C1)CCNC1=NC(=NC(=C1C)C)C(=O)N1C[C@@H](CC1)C1=CC=CC=C1 (S)-(4-((2-(1H-pyrazol-4-yl)ethyl)amino)-5,6-dimethylpyrimidin-2-yl)(3-phenylpyrrolidin-1-yl)methanone